FC=1C=CC(=NC1)C1=NN2C(CCC(C2)COC)=C1 (5-Fluoropyridin-2-yl)-6-(methoxymethyl)-4,5,6,7-Tetrahydropyrazolo[1,5-a]Pyridine